COC(=O)C1CCNC2(CC2C(=O)C2=NN(C(=C2)C2=CC(=NC=C2F)CC)COCC[Si](C)(C)C)C1 [5-(2-ethyl-5-fluoropyridin-4-yl)-1-{[2-(trimethylsilyl)ethoxy]methyl}pyrazole-3-carbonyl]-4-azaspiro[2.5]octane-7-carboxylic acid methyl ester